(R)-2-(3-(5,5-dimethyl-1,3,2-dioxaborinan-2-yl)-5-fluoro-4-methoxyphenyl)propan-1-ol CC1(COB(OC1)C=1C=C(C=C(C1OC)F)[C@H](CO)C)C